(Racemic)-N-((2-(6-(7-methyl-6-oxa-2-azaspiro[3.4]octan-2-yl)pyridin-2-yl)-1,6-naphthyridin-7-yl)methyl)-5-(methylsulfonyl)nicotinamide C[C@H]1OCC2(CN(C2)C2=CC=CC(=N2)C2=NC3=CC(=NC=C3C=C2)CNC(C2=CN=CC(=C2)S(=O)(=O)C)=O)C1 |r|